C(=CC)C(C)(CC(C)N)C=CC 2,2-bis(1-propenyl)-4-pentanamine